C12(C(CCC(C1(C)C)C2)(C)CC(=O)O)C21C(CCC(C2(C)C)C1)(C)C12C(CCC(C1(C)C)C2)C.CNN(C(C(=C)CC)=O)NC N,N-dimethylaminoethyl-acrylamide TERPINYL-ACETATE